N1-[2-(Dimethylamino)ethyl]-N3-[(1R)-1-(1-naphthyl)ethyl]benzene-1,3-dicarboxamide CN(CCNC(=O)C1=CC(=CC=C1)C(=O)N[C@H](C)C1=CC=CC2=CC=CC=C12)C